C(C=C)(=O)NC(CN)=O N-acryloyl-glycinamide